C(CCC)(=O)OC=1C(=NC=CC1OC)C(N[C@@H](C)C1=NC(=NO1)C1=CC=C(C=C1)C(C)C)=O (S)-2-((1-(3-(4-isopropylphenyl)-1,2,4-oxadiazol-5-yl)ethyl)carbamoyl)-4-methoxypyridin-3-yl butyrate